[N+](=O)([O-])C1=C(N)C=CC(=C1)C1=CC=C(C=C1)C(F)(F)F 2-nitro-4-[4-(trifluoromethyl)phenyl]aniline